CC(/C=C/CCCCC(=O)NCC1=CC(=C(C=C1)O)OC)C 8-methyl-N-[(4-hydroxy-3-methoxyphenyl)-methyl]-(trans)-6-nonenamide